(2-hydroxy-4-methoxyphenyl)-phenylmethanone OC1=C(C=CC(=C1)OC)C(=O)C1=CC=CC=C1